1-(2,5-dimethoxy-4-propylphenyl)-4-fluorobutan-2-amine COC1=C(C=C(C(=C1)CCC)OC)CC(CCF)N